3-[(1S,2R)-2-Boranoyl cyclopropyl]-6-[(1-{[(2R)-4,4-dimethylmorpholin-4-ium-2-yl] acetyl} azetidin-3-yl) oxy]-2-hydroxybenzoate B(=O)[C@H]1[C@H](C1)C=1C(=C(C(=O)[O-])C(=CC1)OC1CN(C1)C(C[C@@H]1C[N+](CCO1)(C)C)=O)O